N-(2-(1H-indol-3-yl)ethyl)-4-butoxybenzenesulfonamide N1C=C(C2=CC=CC=C12)CCNS(=O)(=O)C1=CC=C(C=C1)OCCCC